2,4-dinitrophloroglucinol [N+](=O)([O-])C1=C(O)C=C(C(=C1O)[N+](=O)[O-])O